tert-butyl 6-(5-bromo-2-pyridinyl)-2,6-diazaspiro[3.3]heptane-2-carboxylate BrC=1C=CC(=NC1)N1CC2(CN(C2)C(=O)OC(C)(C)C)C1